The molecule is a 3-oxo Delta(4)-steroid that is norethisterone in which the hydroxy group has been converted to its acetate ester. It has a role as a synthetic oral contraceptive and a progestin. It is a 3-oxo-Delta(4) steroid, a terminal acetylenic compound and an acetate ester. It derives from a norethisterone. CC(=O)O[C@]1(CC[C@@H]2[C@@]1(CC[C@H]3[C@H]2CCC4=CC(=O)CC[C@H]34)C)C#C